ClC=1C=C2C(=NC1C1=CC=C(C=C1)C1=CC=C(C=C1)S(=O)(=O)NC[C@@H]([C@H]([C@@H]([C@@H](CO)O)O)O)O)N=C(N2)O[C@H]2[C@@H]1C(OC2)[C@@H](CO1)O 4'-(6-chloro-2-(((3R,3aR,6R,6R)-6-hydroxyhexahydrofuro[3,2-b]furan-3-yl)oxy)-1H-imidazo[4,5-b]pyridin-5-yl)-N-((2S,3R,4R,5R)-2,3,4,5,6-pentahydroxyhexyl)-[1,1'-biphenyl]-4-sulfonamide